ethyl (2Z)-2-(dimethylaminomethylene)-4,4,4-trifluoro-3-oxo-butanoate CN(C)\C=C(/C(=O)OCC)\C(C(F)(F)F)=O